platinum (II) hydroxysulfite OS(=O)([O-])[O-].[Pt+2]